2-thiophenol benzoate C(C1=CC=CC=C1)(=O)OC=1SC=CC1